C(=C)(C)C1=NN(C(C2=C1N(C=N2)C)=O)CC(=O)N 2-(7-isopropenyl-1-methyl-4-oxo-imidazo[4,5-d]pyridazin-5-yl)acetamide